ClC1=CC(=NC=N1)[C@@H]1[C@H](C1)C(=O)NC1=NC=NC(=C1)NCC=1N=C2N(C=C(C=C2)C2CC2)C1 |r| rac-(1S*,2S*)-2-(6-chloropyrimidin-4-yl)-N-(6-(((6-cyclopropylimidazo[1,2-a]pyridin-2-yl)methyl)amino)pyrimidin-4-yl)cyclopropane-1-carboxamide